FC1=C(N=CC=2NC(C=3N(C21)C(=NN3)C)(C)C)C=3C=CC=C2C(=CNC32)C 9-Fluoro-1,4,4-trimethyl-8-(3-methyl-1H-indol-7-yl)-4,5-dihydropyrido[3,4-e][1,2,4]triazolo[4,3-a]pyrazin